OC1=C(C=CC(=C1)C=1C=NNC1)C1=CC=C(N=N1)N(C1CC(N(C(C1)(C)C)C(CCC#C)=O)(C)C)C 1-(4-((6-(2-hydroxy-4-(1H-pyrazol-4-yl)phenyl)pyridazin-3-yl)(methyl)amino)-2,2,6,6-tetramethylpiperidin-1-yl)pent-4-yn-1-one